3-(6-(5-benzoyl-1H-1,2,3-triazol-4-yl)-1-oxoisoindolin-2-yl)-3',4'-difluorobiphenyl-4-carboxylic acid C(C1=CC=CC=C1)(=O)C1=C(N=NN1)C1=CC=C2CN(C(C2=C1)=O)C=1C=C(C=CC1C(=O)O)C1=CC(=C(C=C1)F)F